ClC=1C=C2C(=C3C4(NC(NC13)=O)CCCCC4)OC(=C2)C(=O)N(CC2=CSC=C2)C 5'-chloro-N-methyl-7'-oxo-N-(thiophen-3-ylmethyl)-7',8'-dihydro-6'H-spiro[cyclohexane-1,9'-furo[2,3-f]quinazoline]-2'-carboxamide